methyl 4-amino-3-bromo-5-((2-methoxyethyl)amino)benzoate NC1=C(C=C(C(=O)OC)C=C1NCCOC)Br